N-(2-(butylamino)-1-(1-ethylpiperidin-4-yl)-2-oxoethyl)-N-(pentadecan-8-yl)undecanamide C(CCC)NC(C(C1CCN(CC1)CC)N(C(CCCCCCCCCC)=O)C(CCCCCCC)CCCCCCC)=O